COC(C1=C(C=NC=C1)\C=C\C1=CC=C(C=C1)F)=O (E)-3-(4-fluorophenylvinyl)isonicotinic acid methyl ester